N-benzyl-N-methyl-5-[[1-[2-oxo-2-[(2S,4S)-2-cyano-4-fluoro-pyrrolidin-1-yl]ethyl]-4-piperidyl]amino]quinoline-8-carboxamide C(C1=CC=CC=C1)N(C(=O)C=1C=CC(=C2C=CC=NC12)NC1CCN(CC1)CC(N1[C@@H](C[C@@H](C1)F)C#N)=O)C